N1N=CC2=C1C=CC=N2 PYRIDINOPYRAZOLE